BrC=1C=C2C=C(N=CC2=C(C1)Cl)NC(=O)[C@H]1[C@@H](C1)C#N (trans)-N-(6-bromo-8-chloro-3-isoquinolinyl)-2-cyano-cyclopropanecarboxamide